butanide [CH2-]CCC